ISOPENTADECANOIC ACID, METHYL ESTER C(CCCCCCCCCCCC(C)C)(=O)OC